N-(3-((5-chloro-2-((1-(2-hydroxyethyl)-1H-pyrazol-4-yl)amino)pyrimidin-4-yl)oxy)-4-fluorophenyl)acrylamide ClC=1C(=NC(=NC1)NC=1C=NN(C1)CCO)OC=1C=C(C=CC1F)NC(C=C)=O